CC=1C=C2C(CNCC2=CN1)C=1C=C(C(=CC1)O)O 4-(6-methyl-1,2,3,4-tetrahydro-2,7-naphthyridin-4-yl)benzene-1,2-diol